ethyl 2-((benzo[d][1,3]dioxol-4-ylthio) methyl)-3,4-difluorobenzoate O1COC2=C1C=CC=C2SCC2=C(C(=O)OCC)C=CC(=C2F)F